N[C@@H]1C2=CC=CC=C2CC12CCN(CC2)C2=CC=C(C=C2C(=C)C2=NNC=C2)CO (S)-6-(1-amino-1,3-dihydrospiro[indene-2,4'-piperidin]-1'-yl)-3-(1-(3-(hydroxymethyl)phenyl)vinyl)-1H-pyrazole